ClC1=C(C(=C(C=C1OC)OC)Cl)C1=CC2=C(N=C(N=C2)SC)C(=N1)N1CC(C1)(C#N)C 1-(6-(2,6-dichloro-3,5-dimethoxyphenyl)-2-(methylthio)pyrido[3,4-d]pyrimidin-8-yl)-3-methylazetidin-3-carbonitrile